N1(CCCCCC1)C(=O)[O-] azepan-1-carboxylate